3-bromo-7-(1,3,4-oxadiazol-2-yl)-1-[[2-(trimethylsilyl)ethoxy]-methyl]indole BrC1=CN(C2=C(C=CC=C12)C=1OC=NN1)COCC[Si](C)(C)C